7-chloro-5-(1-hydroxypropyl)-3,3-dimethyl-2,3-dihydro-1H-isoindol-1-one ClC=1C=C(C=C2C(NC(C12)=O)(C)C)C(CC)O